C(C(C)C)OC=1C(=NN(C(C1)=O)CC(=O)NC12CC(C1)(C2)C2=NN(C(C2)=O)C)C(C)C 2-(4-isobutoxy-3-isopropyl-6-oxopyridazin-1(6H)-yl)-N-(3-(1-methyl-5-oxo-4,5-dihydro-1H-pyrazol-3-yl)bicyclo[1.1.1]pent-1-yl)acetamide